4-[(1S)-1-[[2-[(3R)-3-(3-chlorophenoxy)pyrrolidin-1-yl]-2-methylpropane-carbonyl]amino]ethyl]benzamide ClC=1C=C(O[C@H]2CN(CC2)C(CC(=O)N[C@@H](C)C2=CC=C(C(=O)N)C=C2)(C)C)C=CC1